4-benzyl 1-(tert-butyl) (R)-2-acetylpiperazine-1,4-dicarboxylate C(C)(=O)[C@@H]1N(CCN(C1)C(=O)OCC1=CC=CC=C1)C(=O)OC(C)(C)C